C(C)(=O)OC[C@H]1OC(C[C@H]([C@@H]1OC(C)=O)OC(C)=O)OCCBr (2R,3S,4R)-2-(Acetoxymethyl)-6-(2-bromoethyloxy)tetrahydro-3,4-diacetoxy-pyran